CC=1N=C(SC1)C=1N=NN(C1)[C@@H]1[C@H]([C@@H](SC=2C(=NC=C(C2)C)C#N)O[C@@H]([C@@H]1O)CO)OC 2-cyano-5-methylpyridin-3-yl 3-deoxy-3-[4-(4-methylthiazol-2-yl)-1H-1,2,3-triazol-1-yl]-2-O-methyl-1-thio-alpha-D-galactopyranoside